3-((14-((2,4-dinitrophenyl)amino)-4-oxo-6,9,12-trioxa-3-azatetradecyl)oxy)propionamide [N+](=O)([O-])C1=C(C=CC(=C1)[N+](=O)[O-])NCCOCCOCCOCC(NCCOCCC(=O)N)=O